methyl 1-bromo-3-chlorobenzoate BrC1(C(=O)OC)CC(=CC=C1)Cl